C1(=CC=CC=C1)N(C1C=CC2=CC=C3C(=CCC4=CC=C1C2=C34)N(C3=CC=C(C=C3)[Si](C)(C)C)C3=CC=CC=C3)C3=CC=C(C=C3)[Si](C)(C)C N1,N6-diphenyl-N1,N6-bis-(4-trimethylsilanyl-phenyl)-1H,8H-pyrene-1,6-diamine